C(C=C)OCCC1=C(C=CC=C1)Br 1-(2-(allyloxy)ethyl)-2-bromobenzene